p-nitrothiophenol C1=CC(=CC=C1[N+](=O)[O-])S